(2,4-dichloro-5-methoxy-phenyl)-boronic acid ClC1=C(C=C(C(=C1)Cl)OC)B(O)O